N-(4-((4-Acetamidobenzyl)amino)-2-aminophenyl)octanamid C(C)(=O)NC1=CC=C(CNC2=CC(=C(C=C2)NC(CCCCCCC)=O)N)C=C1